3-Ethanesulfonyl-pyridine-2-carboxylic acid C(C)S(=O)(=O)C=1C(=NC=CC1)C(=O)O